2,2'-methylenedibenzonitrile C(C1=C(C#N)C=CC=C1)C1=C(C#N)C=CC=C1